(6-amino-5-hydroxypyridin-3-yl)(2,2-dimethylpiperazin-1-yl)methanone NC1=C(C=C(C=N1)C(=O)N1C(CNCC1)(C)C)O